8-(1-bromoethyl)-3,6-dimethyl-2-(1-piperidyl)chromen-4-one BrC(C)C=1C=C(C=C2C(C(=C(OC12)N1CCCCC1)C)=O)C